methyl 5-[(3-chloro-4-methoxy-benzoyl)amino]-2-[(4-methoxyphenyl)methyl]-1,2,4-triazole-3-carboxylate ClC=1C=C(C(=O)NC=2N=C(N(N2)CC2=CC=C(C=C2)OC)C(=O)OC)C=CC1OC